2-(11-{2-[benzenesulfonyl-(3-methyl-butyl)-amino]-1-hydroxy-ethyl}-6,9-dioxo-2-oxa-7,10-diaza-bicyclo[11.2.2]heptadeca-1(16),13(17),14-trien-8-yl)-acetamide C1(=CC=CC=C1)S(=O)(=O)N(CC(O)C1NC(C(NC(CCCOC=2C=CC(C1)=CC2)=O)CC(=O)N)=O)CCC(C)C